[3-[6-(N-Methylanilino)-3-pyridyl]azetidin-1-yl]-[(3S)-3-(1H-triazol-5-yl)pyrrolidin-1-yl]methanone CN(C1=CC=CC=C1)C1=CC=C(C=N1)C1CN(C1)C(=O)N1C[C@H](CC1)C1=CN=NN1